FC(CCOC(C(CC)N1N=C(C=C1C)C(F)(F)F)=O)=C(F)F.C(CC)[NH2+]S(=O)(=O)O propyl-sulfoammonium 3,4,4-trifluorobut-3-en-1-yl-2-(5-methyl-3-(trifluoromethyl)-1H-pyrazol-1-yl)butanoate